FC=1C=C2C(NN=C(C2=CC1F)[C@@H](C)N(C(=O)C1=CC2=C(N=CO2)C=C1)C)=O |r| Racemic-N-(1-(6,7-difluoro-4-oxo-3,4-dihydrophthalazin-1-yl)ethyl)-N-methylbenzo[d]oxazole-6-carboxamide